C(C)(C)(C)OC(=O)N1[C@H](CC(C1)OC(C)CCCC=O)COCC1=CC=CC=C1 (2R)-2-[(Phenylmethoxy)methyl]-4-(Oxohexan-2-yloxy)pyrrolidine-1-carboxylic acid tert-butyl ester